4-(6-ethoxypyrazin-2-yl)-2-fluorobenzamide C(C)OC1=CN=CC(=N1)C1=CC(=C(C(=O)N)C=C1)F